1-(1H-Benzo[d]imidazol-5-yl)-5-(4-methoxyphenyl)pyrrolidin-2-on N1C=NC2=C1C=CC(=C2)N2C(CCC2C2=CC=C(C=C2)OC)=O